C(C)(C)(C)OC(=O)NCC1=NN(C(N1C)=O)C1=CC(=C(C(=O)OC(C)(C)C)C=C1F)F Tert-butyl 4-(3-{[(tert-butoxycarbonyl) amino] methyl}-4-methyl-5-oxo-4,5-dihydro-1H-1,2,4-triazol-1-yl)-2,5-difluorobenzoate